5-(1H-imidazol-1-yl)-2-{5-[methyl(2,2,6,6-tetramethylpiperidin-4-yl)amino]pyrazin-2-yl}phenol N1(C=NC=C1)C=1C=CC(=C(C1)O)C1=NC=C(N=C1)N(C1CC(NC(C1)(C)C)(C)C)C